tert-Butyl 2-(3-acetyl-7-allyl-5-(4,4,5,5-tetramethyl-1,3,2-dioxaborolan-2-yl)-1H-indazol-1-yl)acetate C(C)(=O)C1=NN(C2=C(C=C(C=C12)B1OC(C(O1)(C)C)(C)C)CC=C)CC(=O)OC(C)(C)C